benzyl (S)-3-(((benzyloxy)carbonyl)amino)-4-methyl-2,3,6,7-tetrahydro-1H-azepine-1-carboxylate C(C1=CC=CC=C1)OC(=O)N[C@@H]1CN(CCC=C1C)C(=O)OCC1=CC=CC=C1